ClC1=CC(=C(C=C1)C1C(C1)C1=NN=C(O1)N[C@@H]1C(NC[C@H]1C1=C(C=C(C=C1F)OC)F)=O)F (3S,4R)-3-({5-[2-(4-Chloro-2-fluorophenyl)cyclopropyl]-1,3,4-oxadiazol-2-yl}amino)-4-(2,6-difluoro-4-methoxyphenyl)pyrrolidin-2-on